ethyl 7-bromo-6-chloro-3-(3-(methyl(naphthalen-1-yl)amino)propyl)-1H-indole-2-carboxylate BrC=1C(=CC=C2C(=C(NC12)C(=O)OCC)CCCN(C1=CC=CC2=CC=CC=C12)C)Cl